5-(1-cyclopropyl-1H-pyrazol-4-yl)-N-(6-[1-[(2R)-1-hydroxypropan-2-yl]-1H-1,2,3,4-tetrazol-5-yl]pyridin-2-yl)-2-methoxy-4-methylbenzamide C1(CC1)N1N=CC(=C1)C=1C(=CC(=C(C(=O)NC2=NC(=CC=C2)C2=NN=NN2[C@@H](CO)C)C1)OC)C